ClC1=C(C=CC=C1)S(=O)(=O)N1CCC(CC1)C(=O)NC=1SC2=C(N1)C=C(C=C2C)C 1-((2-chlorophenyl)sulfonyl)-N-(5,7-dimethylbenzo[d]thiazol-2-yl)piperidine-4-carboxamide